3-CHLORO-5-METHOXYPHENYLISOCYANIDE ClC=1C=C(C=C(C1)OC)[N+]#[C-]